2,6-dimethoxycarbonylphenyl-3-ethyl-5-butyl-4-pyrone COC(=O)C1=C(C(=CC=C1)C(=O)OC)C=1OC=C(C(C1CC)=O)CCCC